(R)- or (S)-1-aminotetraline N[C@@H]1CCCC2=CC=CC=C12 |o1:1|